CC(=CCC/C(=C\CO)/C)C 3,7-dimethyl-cis-2,6-octadien-1-ol